BrC=1C=C(C=CC1)C(CSC1=NN=C(N1)C1=CC=C(C=C1)CC)=O 1-(3-bromophenyl)-2-((5-(4-ethylphenyl)-4H-1,2,4-triazol-3-yl)thio)ethan-1-one